3-(5-(difluoromethyl)-1,3,4-thiadiazol-2-yl)-8-fluoro-N-(3-methyloxetan-3-yl)imidazo[1,5-a]pyridine-6-sulfonamide FC(C1=NN=C(S1)C1=NC=C2N1C=C(C=C2F)S(=O)(=O)NC2(COC2)C)F